FC(C/N=C/C=1C=NC(=NC1)C(F)(F)F)(F)F (E)-N-(2,2,2-trifluoroethyl)-1-(2-(trifluoromethyl)pyrimidin-5-yl)methanimine